Bis(4-docosoxyphenyl)methanol C(CCCCCCCCCCCCCCCCCCCCC)OC1=CC=C(C=C1)C(O)C1=CC=C(C=C1)OCCCCCCCCCCCCCCCCCCCCCC